C(C1=CC=CC=C1)[C@](C(=O)O)(CC(=C)C)C (R)-2-benzyl-2,4-dimethyl-pent-4-enoic acid